Cl.O1CCC2=C1C=CC=C2N2CCNCC2 1-(2,3-Dihydrobenzofuran-4-yl)piperazine hydrochloride